(R)-2-((5-(2-((2,6-dimethylpyrimidin-4-yl)amino)pyrazolo[1,5-a]pyridin-5-yl)-1-methyl-1H-pyrazol-4-yl)oxy)-1-(1-methylcyclopropyl)ethan-1-ol CC1=NC(=CC(=N1)NC1=NN2C(C=C(C=C2)C2=C(C=NN2C)OC[C@H](O)C2(CC2)C)=C1)C